C(C)C1=CC=2CCCCCN3N=NC4=C3C=CC(C(C=3C=CC=5CCN(C(C1=CC2)=O)CC5C3)CC(=O)O)=C4C 2-(18-ethyl-32-methyl-20-oxo-8,9,10,21-tetrazahexacyclo[19.5.3.216,19.13,7.06,10.024,28]dotriaconta-1(27),3(32),4,6,8,16(31),17,19(30),24(28),25-decaen-2-yl)acetic acid